C(C1=CC=CC=C1)OC(=O)N1C(N(C[C@H]1C(N(C)C1=CC(=C(C=C1)F)Cl)=O)S(=O)(=O)C)=O.C(C(=C)C)(=O)OCCC[SiH2]OC methacryloxypropylmethoxysilane benzyl-(5S)-5-[(3-chloro-4-fluoro-phenyl)-methyl-carbamoyl]-3-methylsulfonyl-2-oxo-imidazolidine-1-carboxylate